[Na+].[Na+].P(=O)(OON1CC=C(C=C1C1CCCCC1)C)(OC)[O-].C1(CCCCC1)C1=CC(=CCN1OOP(=O)(OC)[O-])C ((6-cyclohexyl-4-methylpyridin-1(2H)-yl) oxy) methyl phosphate disodium salt